(1S,2S)-N-(6-(5-chloro-6-fluoro-7-((2-fluoroethyl)amino)-1H-indazol-4-yl)imidazo[1,2-a]pyrazin-2-yl)-2-fluorocyclopropane-1-carboxamide ClC=1C(=C2C=NNC2=C(C1F)NCCF)C=1N=CC=2N(C1)C=C(N2)NC(=O)[C@H]2[C@H](C2)F